CN1N=C(C(=C1)C(=O)O\N=C\C1=C(C=CC=C1)C)C(F)F (E)-2-methylbenzaldehyde O-(1-methyl-3-(difluoromethyl)-1H-pyrazole-4-carbonyl) oxime